Dimethylolbutanoic acid C(O)C(C(=O)O)(CC)CO